FC(OC1=CC=C(C=C1)NC1=CC(=NC=N1)C1=CC=C(C=C1)NS(=O)(=O)CC)(F)F Ethanesulfonic acid {4-[6-(4-trifluoromethoxy-phenylamino)-pyrimidin-4-yl]-phenyl}-amide